C(C)(C)OC=1C(=CC2=CN(N=C2C1)C12COC(CC1)(C2)C)C(=O)OC methyl 6-isopropoxy-2-(1-methyl-2-oxabicyclo[2.2.1]heptan-4-yl)-2H-indazole-5-carboxylate